2-(2-methylbenzamido)butanoic acid CC1=C(C(=O)NC(C(=O)O)CC)C=CC=C1